N1=CC=CC=2C(C(C3=C(C12)C=CC=C3)=O)=O benzo[h]Quinoline-5,6-dione